C(C)(C)(C)OOC1CC(CC(C1)C)(C)C t-butylperoxy-3,3,5-trimethylcyclohexane